C1(=CC=CC=2C3=CC=CC=C3CC12)COC(=O)Cl fluorenyl-methoxycarbonyl chloride